BrC1=NNC(C(=C1)C(F)(F)F)=O 3-Bromo-5-(trifluoromethyl)-1H-pyridazin-6-one